C(CCOCCOCCCN)N 4,7-Dioxadecan-1,10-Diamin